C(CCC)C1=NC2(C(N1CC1=C3C=CN=CC3=CC(=C1)C1=C(C=CC=C1)S(=O)(=O)N(COC)C1=NOC(=C1C)C)=O)CCCC2 2-(5-((2-butyl-4-oxo-1,3-diazaspiro[4.4]non-1-en-3-yl)methyl)isoquinolin-7-yl)-N-(4,5-dimethylisoxazol-3-yl)-N-(methoxymethyl)benzenesulfonamide